C(#N)C1=C(N=C2N(C1=O)C=C(C=C2[C@H](C)NC2=C(C(=O)O)C=CC=C2)C(F)F)N2CCC(CC2)(F)F (S)-2-((1-(3-cyano-7-(difluoromethyl)-2-(4,4-difluoropiperidin-1-yl)-4-oxo-4H-pyrido[1,2-a]pyrimidin-9-yl)ethyl)amino)benzoic acid